ClC1=CC2=C(CCC3=C(N2CCCCNC(OC(C)(C)C)=O)C=CC(=C3)OCCOCC#C)C=C1 tert-Butyl N-{4-[7-chloro-2-(2-prop-2-ynoxyethoxy)-10,11-dihydro-5H-dibenzo[b,f]azepin-5-yl]butyl}carbamate